5-bromo-3-methoxy-2-methyl-1-nitrobenzene BrC=1C=C(C(=C(C1)[N+](=O)[O-])C)OC